1-benzyl-5-(4,4,5,5-tetramethyl-1,3,2-dioxaborolan-2-yl)-1H-imidazole C(C1=CC=CC=C1)N1C=NC=C1B1OC(C(O1)(C)C)(C)C